N[C@H](C(=O)N1[C@@H](C[C@H](C1)O)C(=O)NCC1=CC=C(C=C1)C1=C(N=CS1)C)C(C)C (2S,4R)-1-[(2S)-2-amino-3-methyl-butanoyl]-4-hydroxy-N-[[4-(4-methylthiazol-5-yl)phenyl]methyl]pyrrolidine-2-carboxamide